C(CCC(=O)[O-])(=O)[O-].[Na+].[Na+] sodium hemisuccinate